ClC=1C(=C(C(=CC1)F)[C@@H](NC(=O)C1CC(C(C1)NC=1N=NC=CC1)O)C12CCC(CC1)(C2)F)F N-((S)-(3-chloro-2,6-difluorophenyl)(4-fluorobicyclo[2.2.1]heptan-1-yl)methyl)-3-hydroxy-4-(pyridazin-3-ylamino)cyclopentane-1-carboxamide